phenylmethane-d2-amine-d2 (3R,4S,5R)-4-(benzyloxy)-5-((benzyloxy)methyl)-5-(methoxymethyl)tetrahydrofuran-2,3-diyl-diacetate C(C1=CC=CC=C1)O[C@H]1[C@@H](C(O[C@]1(COC)COCC1=CC=CC=C1)CC(=O)O)CC(=O)O.C1(=CC=CC=C1)C(N([2H])[2H])([2H])[2H]